ethyl 5-(6-methoxypyrimidin-4-yl)-1-(oxan-2-yl)pyrazole-3-carboxylate COC1=CC(=NC=N1)C1=CC(=NN1C1OCCCC1)C(=O)OCC